6-(1-(4-fluorophenyl)ethyl)-3-methyl-5-((2-(pyrrolidin-1-yl)ethyl)amino)pyrazine-2-carboxylic acid methyl ester COC(=O)C1=NC(=C(N=C1C)NCCN1CCCC1)C(C)C1=CC=C(C=C1)F